2-(2-hydroxynaphthalene-1-yl)-1-(4-methylpiperazin-1-yl)ethanone OC1=C(C2=CC=CC=C2C=C1)CC(=O)N1CCN(CC1)C